bis[2-methylpyridinyl]ethylenediamine CC1=NC=CC=C1NCCNC=1C(=NC=CC1)C